COC1=C(C=CC=C1)CN1CC=C2N1CC[C@H](C(N2C)=O)C2=NC(=NN2)C(=O)NC2CC2 1-[(2-Methoxyphenyl)methyl]-N-(6S)-2-cyclopropyl-4-methyl-5-oxo-7,8-dihydro-6H-pyrazolo[1,5-a][1,3]diazepin-6-yl-1,2,4-triazol-3-carboxamid